C(C)OP(=O)(OCC)C(C(=O)OC1CCN(CC1)S(=O)(=O)C)CC(N[C@@H](C)C1=NC=C(C=C1)C(F)(F)F)=O 1-(methylsulfonyl)piperidin-4-yl 2-(diethoxyphosphoryl)-4-oxo-4-(((S)-1-(5-(trifluoromethyl)pyridin-2-yl)ethyl)amino)butanoate